C(C)(C)(C)C=CCN(C(O)=O)C1=C(C2=CC=C(C=C2C=C1)F)Br.C1(CC1)CON1C(C(=C(C2=CC=CC=C12)O)C(=O)NCC(=O)O)=O (1-(Cyclopropylmethoxy)-4-hydroxy-2-oxo-1,2-dihydroquinoline-3-carbonyl)glycine tert-Butyl-allyl(1-bromo-6-fluoronaphthalen-2-yl)carbamate